BrC1=C2C[C@](N(C2=CC(=C1Cl)F)C(=O)OCCCC)(C1=CC=CC=C1)/C=N/[S@](=O)C(C)(C)C butyl (S)-4-bromo-2-((E)-(((R)-tert-butylsulfinyl)imino)methyl)-5-chloro-6-fluoro-2-phenylindoline-1-carboxylate